COC1=CC=C(C=C1)CNC(OC1=CC=CC=C1)=O phenyl N-[(4-methoxyphenyl)methyl]carbamate